crotonylamine C(\C=C\C)(=O)N